tert-butyl 1-(2-methoxy-5-nitrophenyl)-1H,4H,5H,6H,7H-pyrazolo[4,3-c]pyridine-5-carboxylate COC1=C(C=C(C=C1)[N+](=O)[O-])N1N=CC=2CN(CCC21)C(=O)OC(C)(C)C